(S)-6-(1-benzyl-1H-pyrazole-4-carbonyl)-2-(1-(trifluoromethyl)cyclopropanecarbonyl)-2,6-diazaspiro[3.4]octane-8-carboxylic acid C(C1=CC=CC=C1)N1N=CC(=C1)C(=O)N1CC2(CN(C2)C(=O)C2(CC2)C(F)(F)F)[C@@H](C1)C(=O)O